Methyl 3-(2-((1-(2-chloro-4-methylphenyl)-2-oxopyrrolidin-3-yl) amino)-2-oxoacetyl)-1H-indole-6-carboxylate ClC1=C(C=CC(=C1)C)N1C(C(CC1)NC(C(=O)C1=CNC2=CC(=CC=C12)C(=O)OC)=O)=O